1-[2-cyano-4-(trifluoromethyl)phenyl]-4-[6-(1-methyl-1H-pyrrol-2-yl)pyridin-3-yl]piperidine-4-carboxylic acid methyl ester COC(=O)C1(CCN(CC1)C1=C(C=C(C=C1)C(F)(F)F)C#N)C=1C=NC(=CC1)C=1N(C=CC1)C